FC=1C=C(CC2=CN=C(S2)N)C=CC1 5-(3-Fluorobenzyl)thiazol-2-amine